(4-(4-methoxyphenyl)tetrahydro-2H-pyran-4-yl)methanamine COC1=CC=C(C=C1)C1(CCOCC1)CN